ClC=1C=C(NC2(CCC3([C@H](CC4=CC=C(C=C34)OCCC)C[C@H](COC3=CC=NC=4CCC[C@H](C34)C)C)CC2)C(=O)O)C=CC1 (1r,2'S,4S)-4-(3-chloroanilino)-2'-[(2R)-2-methyl-3-{[(5R)-5-methyl-5,6,7,8-tetrahydroquinolin-4-yl]oxy}propyl]-6'-propoxy-2',3'-dihydrospiro[cyclohexane-1,1'-indene]-4-carboxylic acid